6-(3-(4-(2-chlorophenyl)piperazin-1-yl)propoxy)-2-(3,4-dichlorophenyl)pyridazin-3(2H)-one ClC1=C(C=CC=C1)N1CCN(CC1)CCCOC=1C=CC(N(N1)C1=CC(=C(C=C1)Cl)Cl)=O